((6-bromo-1,2,3,4-tetrahydronaphthalen-2-yl)oxy)(t-butyl)dimethylsilane BrC=1C=C2CCC(CC2=CC1)O[Si](C)(C)C(C)(C)C